N'-((3,3-dimethyl-1,2,3,5,6,7-hexahydrodicyclopenta[b,e]pyridin-8-yl)carbamoyl)-3-fluoro-5-(2-hydroxypropan-2-yl)thiophene-2-sulfonimidamide CC1(CCC=2C1=NC1=C(C2NC(=O)N=S(=O)(N)C=2SC(=CC2F)C(C)(C)O)CCC1)C